2-(bromomethyl)-2-methylpropane-1,3-diol BrCC(CO)(CO)C